2-(trifluoromethyl)indoline-1-carboxamide FC(C1N(C2=CC=CC=C2C1)C(=O)N)(F)F